5-(2-isopropoxyethoxymethyl)-2-phenyl-N-tetrahydropyran-4-yl-1H-indol-7-amine C(C)(C)OCCOCC=1C=C2C=C(NC2=C(C1)NC1CCOCC1)C1=CC=CC=C1